2-(3-(2-cyano-5-(difluoromethoxy)benzo[b]thiophen-6-yl)-4-(pyrazolo[1,5-a]pyrimidin-3-ylamino)-1H-pyrazol-1-yl)acetic acid methyl ester COC(CN1N=C(C(=C1)NC=1C=NN2C1N=CC=C2)C=2C(=CC1=C(SC(=C1)C#N)C2)OC(F)F)=O